COC(CCCCC[Li])OC 6,6-dimethoxyhexyllithium